3-Bromo-4-chloro-2-fluoropyridine BrC=1C(=NC=CC1Cl)F